5-[2-(cyclopropylmethylamino)-5-ethyl-sulfonylphenyl]-1-methylpyridin-2-one C1(CC1)CNC1=C(C=C(C=C1)S(=O)(=O)CC)C=1C=CC(N(C1)C)=O